OCCC1CCN(CC1)C(=O)OC(C)(C)C tert-Butyl 4-[2-hydroxyethyl]-1-piperidinecarboxylate